(5S,7S)-2-ethyl-7-fluoro-5-phenyl-6,7-dihydro-5H-pyrrolo[1,2-b][1,2,4]triazole C(C)C=1N=C2N(N1)[C@@H](C[C@@H]2F)C2=CC=CC=C2